(3R,4S)-3-cyclopropyl-1-[3-fluoro-6-(1-propan-2-ylpyrazol-4-yl)pyrazolo[1,5-a]pyrazin-4-yl]-4-methyl-2-oxopyrrolidine-3-carbonitrile C1(CC1)[C@]1(C(N(C[C@H]1C)C=1C=2N(C=C(N1)C=1C=NN(C1)C(C)C)N=CC2F)=O)C#N